NCCC1=NN(C=C1)C(CO)C 2-(3-(2-aminoethyl)-1H-pyrazol-1-yl)propan-1-ol